C(C)(C)(C)C=1C=C(C2=C(N=[13C](O2)CCCCCCCCCCCCCCC)C1)C(C)(C)C 5,7-di-tert-butyl-2-pentadecylbenzoxazole-13C